FC1=CC=C(C=C1)N1N=CC2=CC(=C(C=C12)OC)N1C[C@@H](CC1)N(S(=O)(=O)C=1C=NN(C1)CCC)CCOC (R)-N-(1-(1-(4-fluorophenyl)-6-methoxy-1H-indazol-5-yl)pyrrolidin-3-yl)-N-(2-methoxyethyl)-1-propyl-1H-pyrazole-4-sulfonamide